OC1=C(C=CC(=C1)OCCCCCCCC)C1=NC=NC=N1 2-(2-hydroxy-4-octyloxyphenyl)-1,3,5-triazine